1-methoxy-4-(4-((5-methyl-1H-pyrazol-3-yl)amino)quinazolin-2-yl)cyclohex-3-enecarboxylic acid methyl ester COC(=O)C1(CC=C(CC1)C1=NC2=CC=CC=C2C(=N1)NC1=NNC(=C1)C)OC